CC(C[C@H]1[C@@H](C[C@H]2N(CCC3=CC(=C(C=C23)OC)OCCC2(CC2)C#N)C1)O)(C)C 1-(2-{[(2R,3R,11bR)-3-(2,2-dimethylpropyl)-2-hydroxy-10-methoxy-1H,2H,3H,4H,6H,7H,11bH-pyrido[2,1-a]isoquinolin-9-yl]oxy}ethyl)cyclopropane-1-carbonitrile